(E)-4-(dimethylamino)-1-(3-(4-((4-(imidazo[1,2-a]pyridin-7-yloxy)-3-methylphenyl)amino)pyrrolo[2,1-f][1,2,4]triazin-5-yl)azetidin-1-yl)but-2-en-1-one CN(C/C=C/C(=O)N1CC(C1)C=1C=CN2N=CN=C(C21)NC2=CC(=C(C=C2)OC2=CC=1N(C=C2)C=CN1)C)C